2-([1,4]Dioxan-2-ylmethoxy)-9-(1-methyl-1H-pyrazol-3-ylmethoxy)-6,7-dihydro-pyrimido[6,1-a]isoquinolin-4-one O1C(COCC1)COC1=NC(N2C(C3=CC=C(C=C3CC2)OCC2=NN(C=C2)C)=C1)=O